C(CCCCC(=O)O)(=O)O.[N+](=O)([O-])C1=C(C=CC=C1)N1C(=CC=C1)C=CC=NN\C(=N\[H])\N (E)-N-[1-(2-nitrophenyl)-1H-pyrrol-2-yl-allylidenamino]-guanidine adipic acid salt